CNC(=O)C1=CC=C2C=C(NC2=C1)C1=NC=C(C=C1)OC1=CC=C(C=C1)C=1NC2=CC(=CC=C2C1)C(NC)=O N-methyl-2-(5-(4-(6-(N-methylcarbamoyl)-1H-indol-2-yl)phenoxy)pyridin-2-yl)-1H-indole-6-carboxamide